N-(3-methyl-[1,1'-biphenyl]-4-yl)-5-((3,5-dimethyl-1H-pyrazol-1-yl)methyl)thiophene-2-carboxamide CC=1C=C(C=CC1NC(=O)C=1SC(=CC1)CN1N=C(C=C1C)C)C1=CC=CC=C1